tert-butyl (2S,4R)-4-(((benzyloxy)carbonyl)oxy)-2-((difluoromethoxy) methyl)pyrrolidine-1-carboxylate C(C1=CC=CC=C1)OC(=O)O[C@@H]1C[C@H](N(C1)C(=O)OC(C)(C)C)COC(F)F